ClC=1C=C2C(=C(C1Cl)Cl)NC([C@@]21CN(CC1)C(CO)=O)=O (3R)-5,6,7-trichloro-1'-(2-hydroxyacetyl)-1H-spiro[indol-3,3'-pyrrolidin]-2-one